C1(CCCCC1)[C@@H](C(=O)N1[C@@H](CCC1)C(=O)NC1=C(N=C(S1)C=1OC=CN1)C1=CC=CC=C1)NC([C@H](C)NC)=O (S)-1-((S)-2-cyclohexyl-2-((S)-2-(methylamino)propionamido)acetyl)-N-(2-(oxazol-2-yl)-4-phenylthiazol-5-yl)pyrrolidine-2-carboxamide